7-(3-fluorophenyl)-3-methylisoxazolo[4,5-d]pyridazin-4(5H)-one FC=1C=C(C=CC1)C=1C2=C(C(NN1)=O)C(=NO2)C